3-Methyl-2-(6-trifluoromethoxy-benzothiazol-2-ylamino)-3H-imidazo[4,5-b]pyridine-6-carboxylic acid CN1C(=NC=2C1=NC=C(C2)C(=O)O)NC=2SC1=C(N2)C=CC(=C1)OC(F)(F)F